tert-butyl N-methyl-N-[(E)-6-(4,4,5,5-tetramethyl-1,3,2-dioxaborolan-2-yl)hex-5-enyl]carbamate CN(C(OC(C)(C)C)=O)CCCC\C=C\B1OC(C(O1)(C)C)(C)C